(S)-4-amino-9-ethyl-5-fluoro-9-hydroxy-2,3,12,15-tetrahydro-1H,7H,13H-pyrano[3',4':6,7]indolizino[2,1-b]pyrido[3,2,1-ij]quinoline-7,10,13(9H)-trione NC1=C(C=C2C(C3=C(N4C2=C1CCC4)CN4C(C1=C(C=C43)[C@@](C(OC1)=O)(O)CC)=O)=O)F